cetyl-dimethylethylenediamine C(CCCCCCCCCCCCCCC)N(CCNC)C